COC=1C=C(C=C(C1)OC)NC(N(C)C1=CC=2OC(C(=CC2S1)C(=O)OC)=O)=O methyl 2-(3-(3,5-dimethoxyphenyl)-1-methylureido)-5-oxo-5H-thieno[3,2-b]pyran-6-carboxylate